Tetraoctylphosphonium bis(trifluoromethylsulfonyl)imid [N-](S(=O)(=O)C(F)(F)F)S(=O)(=O)C(F)(F)F.C(CCCCCCC)[P+](CCCCCCCC)(CCCCCCCC)CCCCCCCC